4-[[(7R)-1-[2-[(1S)-1-(2,2-difluoro-1,3-benzodioxol-5-yl)ethoxy]-6-fluoro-4-pyridyl]-3-(trifluoromethyl)-4,5,6,7-tetrahydroindazol-7-yl]oxy]bicyclo[2.2.2]octane-1-carboxylic acid FC1(OC2=C(O1)C=CC(=C2)[C@H](C)OC2=NC(=CC(=C2)N2N=C(C=1CCC[C@H](C21)OC21CCC(CC2)(CC1)C(=O)O)C(F)(F)F)F)F